(3R,5Z,8S,9S,11E)-8,9,16-trihydroxy-14-methoxy-3-methyl-3,4,9,10-tetrahydro-1h-2-benzoxacyclotetradecine-1,7(8h)-dione O[C@@H]1C(\C=C/C[C@H](OC(C2=C(/C=C/C[C@@H]1O)C=C(C=C2O)OC)=O)C)=O